((phenylcarbamoyl)phenyl)benzamide C1(=CC=CC=C1)NC(=O)C1=C(C=CC=C1)C1=C(C(=O)N)C=CC=C1